F[C@H]1C[C@H](N2N=C(N=C21)C2=NN(C=C2)C)C2=CC=CC=C2 (5S,7S)-7-fluoro-2-(1-methyl-1H-pyrazol-3-yl)-5-phenyl-6,7-dihydro-5H-pyrrolo[1,2-b][1,2,4]triazole